CC1=CC=CC=2N=C(NC21)S Methyl-2-Mercapto-benzimidazol